N1(C=NC=C1)C1=CC2=C(C(=N1)C(=O)NC1CCC(CC1)(O)CC)CCC2 3-(imidazol-1-yl)-N-[(trans)-4-ethyl-4-hydroxycyclohexyl]-5H,6H,7H-cyclopenta[c]pyridine-1-carboxamide